trans-1-(3a-methoxyhexahydropyrrolo[3,4-c]pyrrol-2(1H)-yl)-3-(4-(trifluoromethoxy)phenyl)propan-1-one dihydrochloride Cl.Cl.CO[C@@]12[C@H](CNC1)CN(C2)C(CCC2=CC=C(C=C2)OC(F)(F)F)=O